BrC=1C=2N(C=CC1)N=CN2 8-bromo-(1,2,4)triazolo(1,5-a)pyridine